CC=1CCCC(C1)C=1C(=C(C(=CC1O)CCCCC)C=1NC2=NC=NC=C2N1)O 5'-methyl-4-pentyl-3-(9H-purin-8-yl)-1',2',3',4'-tetrahydro-[1,1'-biphenyl]-2,6-diol